5-naphthalen-1-yl-1H-pyrazol-3-amine C1(=CC=CC2=CC=CC=C12)C1=CC(=NN1)N